C(CCC)(=O)N butyramid